ClC=1C(N(C=CC1OC([2H])([2H])C1=NC=C(C=C1F)F)C1=CC(=NC(=C1C)C)N1N=C(C=C1)C(C)(C)O)=O 3-chloro-4-((3,5-difluoropyridin-2-yl)methoxy-d2)-2'-(3-(2-Hydroxypropan-2-yl)-1H-pyrazol-1-yl)-5',6'-dimethyl-2H-[1,4'-bipyridyl]-2-one